SC(COC1=CC=C(C=C1)C(C)(C)C1=CC=C(C=C1)OCC(CC)S)CC 2,2-bis(4-(2-mercaptobutoxy)phenyl)propane